C(C)(C)(C)OC(=O)N(CC(=O)O)CC(=O)O N-(t-butoxycarbonyl)iminodiacetic acid